ClC1=CC=C(C=C1)C1=NN(C[C@@H]1C1=CC=CC=C1)/C(/NC1CC(C1)NS(N)(=O)=O)=N/S(=O)(=O)C1=CC=C(C=C1)Cl (S,E)-3-(4-chlorophenyl)-N'-((4-chlorophenyl)sulfonyl)-4-phenyl-N-((1r,3S)-3-(sulfamoylamino)cyclobutyl)-4,5-dihydro-1H-pyrazole-1-carboximidamide